bismuth(II) di(2-ethylhexanoate) C(C)C(C(=O)[O-])CCCC.C(C)C(C(=O)[O-])CCCC.[Bi+2]